COCCN(C=1N=C(C2=C(N1)C(=NC(=N2)N(CCOC)CCOC)N2CCN(CC2)C2=NC=CN=C2)N2CCC(CC2)OC)CCOC N2,N2,N6,N6-tetrakis(2-methoxyethyl)-4-(4-methoxypiperidin-1-yl)-8-(4-(pyrazin-2-yl)piperazin-1-yl)pyrimido[5,4-d]pyrimidine-2,6-diamine